dimethyl-bis(2-methyl-4-phenylinden-1-yl)-silane C[Si](C1C(=CC2=C(C=CC=C12)C1=CC=CC=C1)C)(C1C(=CC2=C(C=CC=C12)C1=CC=CC=C1)C)C